N-(4-Fluorophenyl)-2-[1-(5-methyl-1,2,4-oxadiazol-3-carbonyl)-1,2,3,4-tetrahydrochinolin-6-yl]propanamid FC1=CC=C(C=C1)NC(C(C)C=1C=C2CCCN(C2=CC1)C(=O)C1=NOC(=N1)C)=O